S1C2=C(C=C1)C=C(C=C2)N2CC[C@@]1(C2=NC2=CC=C(C=C2C1=O)Cl)O (S)-1-(Benzo[b]thiophen-5-yl)-6-chloro-3a-hydroxy-1,2,3,3a-tetrahydro-4H-pyrrolo[2,3-b]quinolin-4-one